2-(((1-acetylpiperidin-4-yl)thio)methyl)-8-methylquinazolin-4(3H)-one C(C)(=O)N1CCC(CC1)SCC1=NC2=C(C=CC=C2C(N1)=O)C